C(C=C)N1C(=NC2=C1C=CC=C2)C=2C=NC=CC2 1-allyl-2-(pyridin-3-yl)-1H-benzo[d]imidazole